ClC=1C=C(C=CC1F)C(C=1NC(=CN1)S(=O)(=O)NC1CC(C1)OC)C1=CC(=C(C=C1)F)Cl 2-(bis(3-chloro-4-fluorophenyl)methyl)-N-(3-methoxycyclobutyl)-1H-imidazole-5-sulfonamide